C(C)C1=C2C(=CC(=C1)O2)C (2-ethyl-6-methyl-1,4-phenylene) ether